2-oxo-1-phenylethanol 3-oxolanoate O1CC(CC1)C(=O)OC(C=O)C1=CC=CC=C1